[Li+].C[Si](C)(C)[N-][Si](C)(C)C bis-(trimethylsilyl)amide lithium